6-(4-(5-((7-(1,1-difluoroethyl)-4-oxo-3,4-dihydrophthalazin-1-yl)methyl)-2-fluorobenzoyl)piperazin-1-yl)nicotinonitrile FC(C)(F)C1=CC=C2C(NN=C(C2=C1)CC=1C=CC(=C(C(=O)N2CCN(CC2)C2=NC=C(C#N)C=C2)C1)F)=O